3-(3-(3,5-difluoro-4-phenoxyphenoxy)azetidin-1-yl)-2-(1H-pyrrol-1-yl)benzoic acid FC=1C=C(OC2CN(C2)C=2C(=C(C(=O)O)C=CC2)N2C=CC=C2)C=C(C1OC1=CC=CC=C1)F